The molecule is an epoxy steroid that is pregnenolone which has an epoxy group whose oxygen is attached to the 16alpha and 17alpha-positions. It is a sterol, a 20-oxo steroid, a 3beta-hydroxy-Delta(5)-steroid, a C21-steroid and an epoxy steroid. CC(=O)[C@]12[C@H](O1)C[C@@H]3[C@@]2(CC[C@H]4[C@H]3CC=C5[C@@]4(CC[C@@H](C5)O)C)C